di-methylbenzylamine CN(CC1=CC=CC=C1)C